tert-butyl 2-[(6-methoxypyridin-3-yl)sulfonyl]-2H,4H,5H,6H-pyrrolo[3,4-c]pyrazole-5-carboxylate COC1=CC=C(C=N1)S(=O)(=O)N1N=C2C(=C1)CN(C2)C(=O)OC(C)(C)C